NC(CCC1CC1)(C1=NC=CC=C1)C=1C=CC(=C(C1)NC(=O)[C@@H]1N(C[C@@H](C1)OC)C(=O)NC1=NC=C(C=C1)Cl)F (2r,4r)-N2-(5-((+)-1-amino-3-cyclopropyl-1-(pyridin-2-yl)propyl)-2-fluorophenyl)-N1-(5-chloropyridin-2-yl)-4-methoxypyrrolidine-1,2-dicarboxamide